FC1=C(C=C2C(=N1)OC(C2)(C)C)C(=O)NC2=NC(=CC=C2)C=2C=NN(C2)C 6-Fluoro-2,2-dimethyl-N-(6-(1-methyl-1H-pyrazol-4-yl)pyridin-2-yl)-2,3-dihydrofuro[2,3-b]pyridine-5-carboxamide